FC1=CC(=C(C=C1C1=CN=NC(=C1)OC)O)C=1N=NC(=CC1)N1C[C@H](CC1)NC1(CC1)C 4-fluoro-5-(6-methoxypyridazin-4-yl)-2-{6-[(3S)-3-[(1-methylcyclopropyl)amino]pyrrolidin-1-yl]pyridazin-3-yl}phenol